C(C)(C)(C)OC(=O)N1CC2CN(CC(C1)O2)C2=CC=C(C=C2)Br 7-(4-bromophenyl)-9-oxa-3,7-diazabicyclo[3.3.1]nonane-3-carboxylic acid tert-butyl ester